(1r,4r)-4-{[2-(2,6-dioxopiperidin-3-yl)-1,3-dioxoisoindol-4-yl](methyl)amino}cyclohexane-1-carboxylic acid O=C1NC(CCC1N1C(C2=CC=CC(=C2C1=O)N(C1CCC(CC1)C(=O)O)C)=O)=O